OC[C@@H]1CN(CC1)C(=O)C1=CC=C(C=N1)NC(O[C@H](C)[C@H](C)OC1=CC2=C(N=C(S2)C2=C3N=CC(=NC3=CC(=C2)C)OC)C=C1F)=O (2R,3S)-3-((5-fluoro-2-(2-methoxy-7-methylquinoxalin-5-yl)benzo[d]thiazol-6-yl)oxy)butan-2-yl (6-((S)-3-(hydroxymethyl)pyrrolidine-1-carbonyl)pyridin-3-yl)carbamate